tert-butyl (3-(2-cyanoethyl)cyclohexyl)carbamate C(#N)CCC1CC(CCC1)NC(OC(C)(C)C)=O